2-bromo-9,10-bis(2-naphthoyloxy)anthracene BrC1=CC2=C(C3=CC=CC=C3C(=C2C=C1)OC(=O)C1=CC2=CC=CC=C2C=C1)OC(=O)C1=CC2=CC=CC=C2C=C1